(2-oxo-2,3-dihydro-1H-indol-3-yl)acetic acid O=C1NC2=CC=CC=C2C1CC(=O)O